Selenocystathionin N[C@@H](CCSC[C@@H](C(=[Se])O)N)C(=O)O